5-bromo-2-chloro-4-(2-fluorophenyl)pyridine BrC=1C(=CC(=NC1)Cl)C1=C(C=CC=C1)F